4-((7-methoxycoumarin-4-yl)oxy)-N-hydroxybutyramide COC1=CC=C2C(=CC(OC2=C1)=O)OCCCC(=O)NO